5-(4-chlorophenyl)-3-(2-oxo-2-(pyrrolidin-1-yl)ethyl)-3H-pyrrolo[2,3-d]pyrimidin-4(7H)-one ClC1=CC=C(C=C1)C1=CNC=2N=CN(C(C21)=O)CC(N2CCCC2)=O